benzoic acid methyl ester trifluoroacetate salt FC(C(=O)O)(F)F.COC(C1=CC=CC=C1)=O